COC[C@@]1(C(N(CC1)C=1C=2N(N=CC1)C=C(C2)C=2C=NN(C2)C)=O)C#N (S)-3-(methoxymethyl)-1-(6-(1-methyl-1H-pyrazol-4-yl)pyrrolo[1,2-b]pyridazin-4-yl)-2-oxopyrrolidine-3-carbonitrile